(aminomethyl)(trimethoxy)silane NC[Si](OC)(OC)OC